tertiary butyl-sulfinylamine C(C)(C)(C)S(=O)N